tert-butyl 3-((3S,4S)-4-(4-amino-3-(4-phenoxyphenyl)-1H-pyrazolo[3,4-d]pyrimidin-1-yl)-3-fluoro-[1,4'-bipiperidin]-1'-yl)azetidine-1-carboxylate NC1=C2C(=NC=N1)N(N=C2C2=CC=C(C=C2)OC2=CC=CC=C2)[C@@H]2[C@H](CN(CC2)C2CCN(CC2)C2CN(C2)C(=O)OC(C)(C)C)F